rac-benzyl ((1R,2R,4R,5S)-5-hydroxybicyclo[2.2.1]heptan-2-yl)carbamate O[C@@H]1[C@H]2C[C@H]([C@@H](C1)C2)NC(OCC2=CC=CC=C2)=O |r|